(S)-2-((tert-butoxycarbonyl)amino)pent-4-ynoic acid C(C)(C)(C)OC(=O)N[C@H](C(=O)O)CC#C